N-((S)-2,4-Dimethyl-5-oxo-5,6,7,8-tetrahydro-4H-pyrazolo[1,5-a][1,3]diazepin-6-yl)-1-(1-(4-fluorophenyl)ethyl)-1H-1,2,4-triazol-3-carboxamid CC1=NN2C(N(C([C@H](CC2)NC(=O)C2=NN(C=N2)C(C)C2=CC=C(C=C2)F)=O)C)=C1